4-CYCLOPROPYL-N-(2-METHYL-1-OXOISOINDOLIN-5-YL)-3-PHENYLISOTHIAZOLE-5-CARBOXAMIDE C1(CC1)C=1C(=NSC1C(=O)NC=1C=C2CN(C(C2=CC1)=O)C)C1=CC=CC=C1